hydroxy-methionine ON[C@@H](CCSC)C(=O)O